tert-Butyl (+)-9-bromo-1,2,4,4a,5,6-hexahydro-3H-pyrazino[1,2-d]pyrido[2,3-b][1,4]oxazepine-3-carboxylate BrC=1C=CC2=C(OCCC3N2CCN(C3)C(=O)OC(C)(C)C)N1